CC1=NC(=NC=C1)N1C([C@@H]2C[C@@H]2C1)=O 4-methyl-2-((1R,5S)-2-oxo-3-azabicyclo[3.1.0]hexan-3-yl)pyrimidin